4-(4-(6-(4-aminophenyl)-2,6-diazaspiro[3.3]heptan-2-yl)piperidin-1-yl)-2-(2,6-dioxopiperidin-3-yl)isoindoline-1,3-dione NC1=CC=C(C=C1)N1CC2(CN(C2)C2CCN(CC2)C2=C3C(N(C(C3=CC=C2)=O)C2C(NC(CC2)=O)=O)=O)C1